CC1=C(C=CC=C1NC(=O)C1=CC(=C(C=N1)CNCC(=O)O)C)C1=C(C(=CC=C1)NC(=O)C1=CC(=C(C=N1)CNCC(=O)O)C)C (((((2,2'-dimethyl-[1,1'-biphenyl]-3,3'-diyl)bis(azanediyl))bis(carbonyl))bis(4-methylpyridine-6,3-diyl)bis(methylene))bis(azanediyl))diacetic acid